S1C(=NC2=C1C=CC=C2)[C@H]2N(CC1(C3=C2N=CN3)CC1)C(=O)C=1OC(=NN1)C1=NC=CC=C1 (S)-(4'-(benzo[d]thiazol-2-yl)spiro[cyclopropane-1,7'-imidazo[4,5-c]pyridin]-5'(1'H,4'H,6'H)-yl)(5-(pyridin-2-yl)-1,3,4-oxadiazol-2-yl)methanone